OC(CC(=O)OCC1=CC=CC=C1)(C)C benzyl 3-hydroxy-3-methylbutanoate